(S*)-6-(6-(dimethylamino)-1H-imidazo[4,5-c]pyridin-2-yl)-2-methyl-7-((1-(pyrimidin-2-yl)propyl)amino)-2H-pyrazolo[4,3-b]pyridin-5(4H)-one CN(C1=CC2=C(C=N1)N=C(N2)C2=C(C=1C(NC2=O)=CN(N1)C)N[C@@H](CC)C1=NC=CC=N1)C |o1:23|